6-[8-(1,3-benzothiazol-2-ylcarbamoyl)-3,4-dihydroisoquinolin-2(1H)-yl]-3-(5-methyl-1-{[1-(morpholin-4-yl)cyclohexyl]methyl}-1H-pyrazol-4-yl)pyridine-2-carboxylic acid S1C(=NC2=C1C=CC=C2)NC(=O)C=2C=CC=C1CCN(CC21)C2=CC=C(C(=N2)C(=O)O)C=2C=NN(C2C)CC2(CCCCC2)N2CCOCC2